C(C)C1=NC=2N(C(=C1CCCCCCCC)N)N=C(N2)N 5-ethyl-6-octyl-[1,2,4]triazolo[1,5-a]pyrimidin-2,7-diamine